FC(N1N=CC(=C1)C(=O)N[C@H]1C[C@H](CCC1)NC1=CC(=NC2=CC=C(C=C12)F)C(F)(F)F)F 1-(difluoromethyl)-N-[(1R,3S)-3-{[6-fluoro-2-(trifluoromethyl)quinolin-4-yl]amino}cyclohexyl]-1H-pyrazole-4-carboxamide